S1C(=NC2=C1C=CC=C2)NC2=C(C=C(N=N2)N(C=2S(C=CN2)C(=O)O)CCCC(CN(C)C)O)C 2-[[6-(1,3-benzothiazol-2-ylamino)-5-methyl-pyridazin-3-yl]-[5-(dimethylamino)-4-hydroxy-pentyl]amino]thiazole-1-carboxylic acid